(2S)-3-[4-(difluoromethyl)phenyl]-2-[9H-fluoren-9-ylmethoxycarbonyl(methyl)amino]propanoic acid FC(C1=CC=C(C=C1)C[C@@H](C(=O)O)N(C)C(=O)OCC1C2=CC=CC=C2C=2C=CC=CC12)F